CC1(CN(C[C@H](C1)NC1=NC=C(C(=N1)C1=CNC2=NC(=CC=C21)C=2SC=CN2)C(F)(F)F)C(=O)OC(C)(C)C)C Tert-butyl (5S)-3,3-dimethyl-5-[[4-(6-thiazol-2-yl-1H-pyrrolo[2,3-b]pyridin-3-yl)-5-(trifluoromethyl)pyrimidin-2-yl]amino]piperidine-1-carboxylate